2-(4-cyanophenyl)acetaldehyde C(#N)C1=CC=C(C=C1)CC=O